N-{2-methanesulfonyl-5-[2-(triisopropylsilyl)ethynyl]pyrido[2,3-d]pyrimidin-7-yl}-2-phenylacetamide CS(=O)(=O)C=1N=CC2=C(N1)N=C(C=C2C#C[Si](C(C)C)(C(C)C)C(C)C)NC(CC2=CC=CC=C2)=O